(R)-1-((4-(3-(5-amino-9-fluoro-8-methoxy-[1,2,4]triazolo[1,5-c]quinazolin-2-yl)piperidin-1-yl)-1H-pyrazol-1-yl)methyl)cyclobutan-1-ol NC1=NC=2C=C(C(=CC2C=2N1N=C(N2)[C@H]2CN(CCC2)C=2C=NN(C2)CC2(CCC2)O)F)OC